Camphoryl phosphonite P1OC(C2(C)C(C)(C)C(C(=O)O1)CC2)=O